Br(=O)(=O)(=O)[O-].[Ga+3].Br(=O)(=O)(=O)[O-].Br(=O)(=O)(=O)[O-] gallium perbromate